(2S,3S,4R,5R)-4-[[3-[6-(Difluoromethyl)-2-methoxy-3-pyridyl]-4,5-dimethyl-5-(trifluoromethyl)tetrahydrofuran-2-carbonyl]amino]pyridin-2-carboxamid FC(C1=CC=C(C(=N1)OC)[C@H]1[C@H](O[C@]([C@@H]1C)(C(F)(F)F)C)C(=O)NC1=CC(=NC=C1)C(=O)N)F